NC1=CC=C(C=C1)C1(CC(C2=CC=CC=C12)(C)C)C 1-(4-aminophenyl)-1,3,3-trimethylindan